FC1=CC=C(C=C1)C monofluoro-methylbenzene